BrCCOC=1C=C(C(=C(C1)NC(=O)C1CC1)NC1CC(C1)(C)O)C(F)(F)F N-(5-(2-bromoethoxy)-2-(((cis)-3-hydroxy-3-methylcyclobutyl)amino)-3-(trifluoromethyl)phenyl)cyclopropanecarboxamide